4-fluoro-2-(trifluoromethyl)benzoic acid ethyl ester C(C)OC(C1=C(C=C(C=C1)F)C(F)(F)F)=O